CC(C)(C)C1=C(C(=CC(=C1)OC)C=1C(=C(C=C(C1)OC)C(C)(C)C)O)O 3,3'-bis(1,1-dimethylethyl)-5,5'-dimethoxy-[1,1'-Biphenyl]-2,2'-diol